COCCCNCCCN N1-(3-methoxypropyl)-1,3-propanediamine